NC1=C(C=C(C=N1)C1=CC=C(C=C1)C(=O)N1C[C@H](N[C@H](C1)C)C)OCC1=C(C(=CC=C1)F)OC(C)C {4-[6-amino-5-(3-fluoro-2-isopropoxy-benzyloxy)-pyridin-3-yl]-phenyl}-((3r,5s)-3,5-dimethyl-piperazin-1-yl)-methanone